3-hydroxy-2-(3-(4-methylpiperazin-1-yl)phenyl)propanoic acid OCC(C(=O)O)C1=CC(=CC=C1)N1CCN(CC1)C